{[5-(4-bromo-2-fluorophenyl)-1-(2,4-difluorophenyl)-1H-1,2,4-triazol-3-yl]oxy}acetic acid BrC1=CC(=C(C=C1)C1=NC(=NN1C1=C(C=C(C=C1)F)F)OCC(=O)O)F